2-(1-(2-methoxypyridin-3-yl)-6,7-dihydro-5H-pyrrolo[1,2-c]imidazol-3-yl)phenol COC1=NC=CC=C1C1=C2N(C(=N1)C1=C(C=CC=C1)O)CCC2